(1S,2R,5R)-2-methyl-5-((R)-6-methylhept-5-en-2-yl)bicyclo[3.1.0]hexan-2-ol C[C@@]1([C@H]2C[C@]2(CC1)[C@H](C)CCC=C(C)C)O